C(C)(C)(C)OC(CN1CC2=CC=C(C=C2CC1)[C@@H]1C(NC(CC1)=O)=O)=O.CN(/C=C(\CC1=CC=C(C2=CC=CC=C12)OC)/C1=C(C=CC=C1)Br)C |r| (E)-3-(dimethylamino)-1-(4-methoxy-naphthalene-1-yl)-2-(2-bromophenyl)prop-2-ene rac-tert-butyl-2-{6-[(3R)-2,6-dioxopiperidin-3-yl]-3,4-dihydro-1H-isoquinolin-2-yl}acetate